CN(CCC[NH-])C N-(3-dimethylaminopropyl)amid